2-(3-bromobenzenesulfonyl)acetophenone BrC=1C=C(C=CC1)S(=O)(=O)CC(=O)C1=CC=CC=C1